2-[1-(2-hydroxyethyl)-2-imidazolin-2-yl]propane hydrochloride Cl.OCCN1C(=NCC1)C(C)C